C1(CCC1)OC1=CC=2N(C=C1C(=O)NC=1C(=NC=CC1)OC)C=C(N2)C2CC2 7-Cyclobutoxy-2-cyclopropyl-N-(2-methoxypyridin-3-yl)imidazo[1,2-a]pyridine-6-carboxamide